chloro(N,N-diisopropylamino)methoxyphosphine ClPOCN(C(C)C)C(C)C